C1(=CC=CC=C1)NC(=O)[C-]1C=CC=C1.[CH-]1C=CC=C1.[Fe+2] N-phenyl-ferroceneformamide